NC=1C=C(C=CC1)C1=C(C=C(C=C1)C1=NNC(O[C@H]1C)=O)C(F)(F)F (6S)-5-[3'-amino-2-(trifluoromethyl)[1,1'-biphenyl]-4-yl]-6-methyl-3,6-dihydro-2H-1,3,4-oxadiazin-2-one